(E)-3-fluoro-2-(((2-(2,2,4-tri-methylpyrrolidin-1-yl)benzo[d]-oxazol-6-yl)oxy)-methyl)prop-2-en-1-amine 4-methyl-benzenesulfonate CC1=CC=C(C=C1)S(=O)(=O)O.F/C=C(\CN)/COC1=CC2=C(N=C(O2)N2C(CC(C2)C)(C)C)C=C1